N1(N=CC=C1)C1=CC=C(C=C1)C1=C(C(=NN1)NC1=C(C=C(C=C1)NC(OC)=O)C)F methyl (4-((5-(4-(1H-pyrazol-1-yl)phenyl)-4-fluoro-1H-pyrazol-3-yl)amino)-3-methylphenyl)carbamate